(3,5-dichloro-4-((5-(methylcarbamoyl)-6-oxo-1,6-dihydropyridin-3-yl)oxy)phenyl)-5-oxo-4,5-dihydro-1,2,4-oxadiazole-3-carboxamide ClC=1C=C(C=C(C1OC1=CNC(C(=C1)C(NC)=O)=O)Cl)N1C(=NOC1=O)C(=O)N